3-hexylthio-1H-1,2,4-triazole C(CCCCC)SC1=NNC=N1